Cl.N1C[C@@]2(CC1)OCCN1C2=CC(=N1)C=1C=C(C(=NC1)N)C(F)(F)F 5-[(3'R)-6,7-Dihydrospiro[pyrazolo[5,1-c][1,4]oxazine-4,3'-pyrrolidin]-2-yl]-3-(trifluoromethyl)pyridin-2-amine hydrogen chloride